ClC1=CC=C(C=C1)C(OC(=O)N[C@@H](CC(C)C)C(=O)OC)C1(CC1)C1=CC(=CC=C1)Cl methyl (((4-chlorophenyl) (1-(3-chlorophenyl) cyclopropyl) methoxy) carbonyl)-L-leucinate